3-[8-Amino-6-(2-fluorophenyl)imidazo[1,2-a]pyrazin-2-yl]-N-(trans-4-hydroxycyclohexyl)-4-methylbenzenesulfonamide NC=1C=2N(C=C(N1)C1=C(C=CC=C1)F)C=C(N2)C=2C=C(C=CC2C)S(=O)(=O)N[C@@H]2CC[C@H](CC2)O